C1(CC1)C1(CCN(CC1)C=O)O (4-cyclopropyl-4-hydroxypiperidin-1-yl)-methanone